(1-(tert-butyl)-3-((1R,3R)-3-(4,4-dimethyl-2-oxoimidazolidin-1-yl)cyclopentyl)-1H-pyrazol-5-yl)carbamic acid benzyl ester C(C1=CC=CC=C1)OC(NC1=CC(=NN1C(C)(C)C)[C@H]1C[C@@H](CC1)N1C(NC(C1)(C)C)=O)=O